CC1=C(C=CC=2NN=NC21)CCC(=O)[O-] 3-(4-methyl-1H-benzotriazol-5-yl)propanoate